tert-butyl 3-bromo-2-oxopyrrolidine-1-carboxylate BrC1C(N(CC1)C(=O)OC(C)(C)C)=O